N1C(CCC1CO)CO pyrrolidine-2,5-diyldimethanol